Bis(2-hexyldecyl) 6,6'-((2-((6-(benzyloxy)-6-oxohexyl)(methyl)amino)ethyl)azanediyl)dihexanoate C(C1=CC=CC=C1)OC(CCCCCN(CCN(CCCCCC(=O)OCC(CCCCCCCC)CCCCCC)CCCCCC(=O)OCC(CCCCCCCC)CCCCCC)C)=O